NC1=C(N=C2C(=N1)NC=C2)C(=O)NCC2=[N+](C1=C(N2CC2=CC=CC=C2)C=CC=C1)C 2-[({3-amino-5H-pyrrolo(2,3-b)pyrazin-2-yl}formamido)methyl]-1-benzyl-3-methyl-1H-1,3-benzodiazol-3-ium